The molecule is a furopyran that is 5,6-dihydro-4H-furo[2,3-b]pyran-3(2H)-one which is substituted by hydroxy groups at positions 4 and 5, methyl groups at positions 2 and 5, and a heptyl group at position 6 (the 2R,4R,5S,6R stereoisomer). Isolated from the mangrove fungus Aigialus parvus BCC 5311 and from Phaeoacremonium sp., an endophytic fungus from Senna spectabilis. It has a role as a fungal metabolite and an antifungal agent. It is a furopyran, a tertiary alcohol, a secondary alcohol, a cyclic ketone and a ketene acetal. CCCCCCC[C@@H]1[C@@]([C@@H](C2=C(O1)O[C@@H](C2=O)C)O)(C)O